C(C)(=O)O.ON[C@@H](CCCNC(N)=N)C(=O)O Hydroxy-L-arginine monoacetate